ammonium perfluorohexanesulphonate FC(C(C(C(C(C(F)(F)F)(F)F)(F)F)(F)F)(F)F)(S(=O)(=O)[O-])F.[NH4+]